6-(7,7-difluoro-2-((2S,3R)-3-hydroxy-2-methylazetidin-1-yl)-6,7-dihydro-5H-cyclopenta[d]pyrimidin-4-yl)-2H-spiro[benzofuran-3,3'-morpholin]-5'-one FC1(CCC2=C1N=C(N=C2C2=CC1=C(C=C2)C2(NC(COC2)=O)CO1)N1[C@H]([C@@H](C1)O)C)F